ClC1=C(C(=CC=C1)O)C1=C(C2=C(CN3[C@@H](CO2)CN(CC3)C(C=C)=O)C(=C1C#C)F)F 1-[(12aR)-9-(2-chloro-6-hydroxyphenyl)-8-ethynyl-7,10-difluoro-3,4,12,12a-tetrahydro-6H-pyrazino[2,1-c][1,4]benzooxazepin-2(1H)-yl]prop-2-en-1-one